C(C)OCOC1=C(SC=C1C1=CC=C(C=C1)F)C1=C(C=CC=C1)C1=NC(=CC=C1)C1=C(C=CC=C1)C=1SC=C(C1OCOCC)C1=CC=C(C=C1)F 2,6-bis(2-(3-(ethoxymethoxy)-4-(4-fluorophenyl)thiophen-2-yl)phenyl)pyridine